((2S,4R,5R)-4-Acetoxy-5-(2-amino-7-(2,2-difluoroethyl)-8-oxo-7,8-dihydro-9H-purin-9-yl)tetrahydrofuran-2-yl)methyl acetate C(C)(=O)OC[C@H]1O[C@H]([C@@H](C1)OC(C)=O)N1C2=NC(=NC=C2N(C1=O)CC(F)F)N